NC(C(=O)N(C(C)C=1NC=C(N1)C1=CC=CC=C1)CC=1C=CC(=C(C(=O)O)C1)OC)CC1=C(C=C(C=C1C)C(=O)N)C 5-[[[2-amino-3-[4-(aminocarbonyl)-2,6-dimethylphenyl]-1-oxopropyl][1-(4-phenyl-1H-imidazol-2-yl)ethyl]amino]methyl]-2-methoxybenzoic acid